C(#N)C=1N=CC(=NC1)NC1=NNC(=C1)C1=C(C=NC=C1OC)OC1CCC(CC1)NC(OC(C)(C)C)=O tert-butyl ((1r,4r)-4-((4-(3-((5-cyanopyrazin-2-yl)amino)-1H-pyrazol-5-yl)-5-methoxypyridin-3-yl)oxy)cyclohexyl)carbamate